IC1=CC(=NC(=C1)N1CCOCC1)N1C[C@@H](CCC1)NC(OC(C)(C)C)=O tert-butyl N-[(3R)-1-[4-iodo-6-(morpholin-4-yl)pyridin-2-yl]piperidin-3-yl]carbamate